5-(tributylstannyl)-1,2-thiazole C(CCC)[Sn](C1=CC=NS1)(CCCC)CCCC